N-([1,1'-biphenyl]-4-yl)-N-(2-(9,9-diphenyl-9H-fluoren-4-yl)phenyl)-9,9-dimethyl-9H-fluoren-2-amine C1(=CC=C(C=C1)N(C1=CC=2C(C3=CC=CC=C3C2C=C1)(C)C)C1=C(C=CC=C1)C1=CC=CC=2C(C3=CC=CC=C3C12)(C1=CC=CC=C1)C1=CC=CC=C1)C1=CC=CC=C1